6-bromobenzo[B]thiophene-3-formaldehyde BrC=1C=CC2=C(SC=C2C=O)C1